CC1=CC=C(C=C1)S(=O)(=O)NC=1C(=C(C(=CC1)C1=CC=C(N)C=C1)C1=CC(=CC=C1C(=O)N)C(=O)N)S(=O)(=O)C1=CC=C(C)C=C1 di-p-toluenesulfonyl-benzidine-terephthalamide